CN1C=2C=NC(=NC2N(CC1)C1=CC=NC=C1C(=O)N)C1=NC(=CC=C1)C 4-(5-methyl-2-(6-methylpyridin-2-yl)-6,7-dihydropteridin-8(5H)-yl)nicotinamide